NC[C@@H]1[C@@H]([C@@H]([C@@H]2NS(NC[C@@H]2O1)(=O)=O)O)O (4aS,6R,7R,8R,8aS)-6-(aminomethyl)-7,8-dihydroxyhexahydro-1H,3H-pyrano[3,2-c][1,2,6]thiadiazine 2,2-dioxide